1-(cyclopropylmethyl)indoline C1(CC1)CN1CCC2=CC=CC=C12